C(C)OC1=C(C=C(C=C1)S(=O)(=O)NC1CN(C1)CCCO)C=1NC(C2=C(N1)C(=NN2C)CCC)=O 4-ethoxy-N-(1-(3-hydroxypropyl)azetidin-3-yl)-3-(1-methyl-7-oxo-3-propyl-6,7-dihydro-1H-pyrazolo[4,3-d]pyrimidin-5-yl)benzenesulfonamide